BrC1=CC(=C(\C=N\[S@](=O)C(C)(C)C)C=C1)C (R,E)-N-(4-bromo-2-methylbenzylidene)-2-methylpropane-2-sulfinamide